CN(CCN(CCO)C(C)C)C 2-((2-(dimethylamino)ethyl)(isopropyl)amino)-1-ethanol